5-(((1r,4r)-4-(2-oxa-6-azaspiro[3.3]heptan-6-yl)cyclohexyl)amino)-4-iodofuro[2,3-c]pyridine-2-carbonitrile C1OCC12CN(C2)C2CCC(CC2)NC=2C(=C1C(=CN2)OC(=C1)C#N)I